COC(=O)[C@H]1N=C(CC1)N (S)-5-amino-3,4-dihydro-2H-pyrrole-2-carboxylic acid methyl ester